(R)-8-benzyl-4-bromo-6,6a,7,8,9,10-hexahydro-5H-pyrazino[1,2-a][1,7]naphthyridine C(C1=CC=CC=C1)N1C[C@@H]2N(C=3C=NC=C(C3CC2)Br)CC1